6-(cyclopropoxymethyl)quinoline-4-carboxylic acid C1(CC1)OCC=1C=C2C(=CC=NC2=CC1)C(=O)O